FC1=C(C(=O)OC(C)(C)C)C=CC(=C1F)[N+](=O)[O-] tert-butyl 2,3-difluoro-4-nitrobenzoate